6-tert-butoxycarbonyl-1-(cyclopropylmethyl)-7,8-dihydropyrrolo[2,3-e]indole-2-carboxylic acid C(C)(C)(C)OC(=O)N1CCC2=C3C(=CC=C12)C=C(N3CC3CC3)C(=O)O